COC=1C=C2C(=C(C=NC2=CC1OCC1CCN(CC1)C)C#N)NC1=C(C=C(C(=C1)OC)C)C 6-methoxy-4-[(5-methoxy-2,4-dimethylphenyl)amino]-7-[(1-methylpiperidin-4-yl)methoxy]quinoline-3-carbonitrile